(S)-1-(tert-butyl)-3-(5-(1-(3-chlorophenyl)ethyl)-6-oxo-5,6,7,8-tetrahydro-1,5-naphthyridin-2-yl)urea C(C)(C)(C)NC(=O)NC1=NC=2CCC(N(C2C=C1)[C@@H](C)C1=CC(=CC=C1)Cl)=O